N-[(1R)-2,3-dihydro-1H-inden-1-yl]-3-(1H-indazol-6-yl)prop-2-enamide [C@H]1(CCC2=CC=CC=C12)NC(C=CC1=CC=C2C=NNC2=C1)=O